FC=1C=C(C=C)C=C(C1)OC 3-fluoro-5-methoxystyrene